ClC1=C(C=C(OCC(=O)NC23CC(C(CC2)(CC3)C(=O)NCC3=CC=C(C=C3)F)O)C=C1)F 4-[2-(4-chloro-3-fluorophenoxy)acetamido]-N-[(4-fluorophenyl)methyl]-2-hydroxybicyclo[2.2.2]octane-1-carboxamide